2-chloro-4-cyano-N,N-dimethylbenzamide ClC1=C(C(=O)N(C)C)C=CC(=C1)C#N